4-((4-Fluoro-2-(trifluoromethyl)phenoxy)methyl)piperidine FC1=CC(=C(OCC2CCNCC2)C=C1)C(F)(F)F